(2-(7-((1,2,4-oxadiazol-5-yl)methoxy)-1-(cyclopropylmethyl)-1H-indol-2-yl)-3-(2-hydroxyethyl)-4-methoxybenzofuran-6-yl)((3R,5R)-3-amino-5-fluoropiperidin-1-yl)methanone O1N=CN=C1COC=1C=CC=C2C=C(N(C12)CC1CC1)C=1OC2=C(C1CCO)C(=CC(=C2)C(=O)N2C[C@@H](C[C@H](C2)F)N)OC